BrC1=C(C(=O)N[C@@H]2[C@H](CCC2)COC2=CC=C(C=C2)F)C(=CC=C1)OC 2-bromo-N-((1S,2S)-2-((4-fluorophenoxy)methyl)cyclopentyl)-6-methoxybenzamide